4-((R)-2-azidobut-2-yl)-6-chloro-1-(((R)-4-(methylsulfonyl)butan-2-yl)oxy)-2,7-naphthyridine N(=[N+]=[N-])[C@](C)(CC)C1=CN=C(C2=CN=C(C=C12)Cl)O[C@H](C)CCS(=O)(=O)C